3-Hydroxy-1-methyl-3-(5-(3-(4,4,5,5-tetramethyl-1,3,2-dioxaborolan-2-yl)phenyl)thiazol-2-yl)pyrrolidin-2-one OC1(C(N(CC1)C)=O)C=1SC(=CN1)C1=CC(=CC=C1)B1OC(C(O1)(C)C)(C)C